bromo-2,3,5,6-tetrahydrospiro[pyran-4,3'-pyrrolo[2,3-b]pyridin]-2'(1'H)-one BrN1C(C2(C=3C1=NC=CC3)CCOCC2)=O